BrC=1C=C(C=CC1)[C@H](CN1CCOCC1)NC(O)=O (R)-(1-(3-bromophenyl)-2-morpholinoethyl)carbamic acid